C1=C(C=C(C(=C1[N+](=O)[O-])O)[N+](=O)[O-])CC(=O)C(=O)O The molecule is a 2-oxo monocarboxylic acid that is pyruvic acid in which one of the methyl hydrogens is substituted by a 3,5-dinitro-4-hydroxyphenyl group. It is a 2-oxo monocarboxylic acid, a member of phenols and a C-nitro compound. It derives from a pyruvic acid and a 2,6-dinitrophenol.